(3S)-tert-butyl 3-(4-amino-7-(cyclopropyl(hydroxy)methyl)-3-((1-cyclopropyl-1H-benzo[d]imidazol-5-yl)ethynyl)-1H-pyrazolo[4,3-c]pyridin-1-yl)pyrrolidine-1-carboxylate NC1=NC=C(C2=C1C(=NN2[C@@H]2CN(CC2)C(=O)OC(C)(C)C)C#CC2=CC1=C(N(C=N1)C1CC1)C=C2)C(O)C2CC2